FC1=C(C=C(C=C1)OC=1C(=C2C=CNC2=CC1F)C)C=1NC(=CN1)C(C(C)C)(O)C=1C=C(C=CC1)CCC(=O)O 3-(3-(1-(2-(2-fluoro-5-((6-fluoro-4-methyl-1H-indol-5-yl)oxy)phenyl)-1H-imidazol-5-yl)-1-hydroxy-2-methylpropyl)phenyl)propanoic acid